2-(6-(((1S,4S,5S,6R)-6-fluoro-1,2,4-trimethyl-2-azabicyclo[2.2.2]octan-5-yl)(methyl)amino)pyridazin-3-yl)-5-(1H-imidazol-1-yl)phenol F[C@@H]1[C@H]([C@@]2(CN([C@]1(CC2)C)C)C)N(C2=CC=C(N=N2)C2=C(C=C(C=C2)N2C=NC=C2)O)C